4-(chloromethyl)-2-methylbenzoyl chloride ClCC1=CC(=C(C(=O)Cl)C=C1)C